CNC1CC2=C(OC1)SC=C2C#N 3-(methylamino)-3,4-dihydro-2H-thieno[2,3-b]pyran-5-carbonitrile